C(CCC)C(CCCCCC)OC(CCCCCCCNCCCO)=O 8-(3-hydroxy-propylamino)-octanoic acid 1-butylheptyl ester